OC1=C(C=C(C2=CC=CC=C12)O)P1(OC2=CC=CC=C2C=2C=CC=CC12)=O 10-(1,4-dihydroxy-2-naphthyl)-10H-9-oxa-10-phosphaphenanthrene-10-oxide